C(C)OC=1C(=C(/C=C/C=2C=CC(=C(C2)NC=O)O)C=C(C1)O)CC=C(C)C (E)-N-(5-(3-ethoxy-5-hydroxy-2-(3-methylbut-2-en-1-yl)styryl)-2-hydroxyphenyl)carboxamide